3-(4-(1-(3-(3,5-dichlorophenyl)-5-(6-methoxynaphthalen-2-yl)-1H-pyrazol-1-yl)ethyl)benzamido)propanoic acid ClC=1C=C(C=C(C1)Cl)C1=NN(C(=C1)C1=CC2=CC=C(C=C2C=C1)OC)C(C)C1=CC=C(C(=O)NCCC(=O)O)C=C1